COC1=C(C(=O)N)C=C(C=N1)NC(C(=O)N1[C@H](CC[C@@H](C1)C)C=1C=CC2=C(N=C(S2)C=2CCN(CC2)C)C1)=O methoxy-5-(2-((2R,5S)-5-methyl-2-(2-(1-methyl-1,2,3,6-tetrahydropyridin-4-yl)benzo[d]thiazol-5-yl)piperidin-1-yl)-2-oxoacetamido)nicotinamide